4-methyl-2-amidino-1,3-thiazole hydrochloride Cl.CC=1N=C(SC1)C(N)=N